ClC1=CC=C(C=C1)C1=C(CC2(CC2)CC1)CO (6-(4-Chlorophenyl)spiro[2.5]oct-5-en-5-yl)methanol